tertiary butyl carbonate C(OC(C)(C)C)([O-])=O